2-(4-chloro-1-isopropyl-1H-pyrazol-5-yl)-4-(3-chloro-4-(3-(difluoromethoxy)pyridin-2-yl)benzyl)-6,7-dihydropyrazolo[1,5-a]pyrimidin-5(4H)-one ClC=1C=NN(C1C1=NN2C(N(C(CC2)=O)CC2=CC(=C(C=C2)C2=NC=CC=C2OC(F)F)Cl)=C1)C(C)C